4,8-bis(5-bromothiophen-2-yl)-2,6-bis[5-(2-hexyldecyl)thiophen-2-yl]-benzo[1,2-d:4,5-d']Bisthiazole BrC1=CC=C(S1)C1=C2C(N=C(S2)C=2SC(=CC2)CC(CCCCCCCC)CCCCCC)=C(C2=C1N=C(S2)C=2SC(=CC2)CC(CCCCCCCC)CCCCCC)C=2SC(=CC2)Br